C(C)(=O)OCC(=O)NC1=CC=C(C=C1)C=1N(C(C(=CN1)NCC1=CC2=C(OC3=C2C=CC=C3)C=C1)=O)CC(=O)O 2-(2-(4-(2-acetoxyacetamido)phenyl)-5-((dibenzo[b,d]furan-2-yl-methyl)amino)-6-oxopyrimidin-1(6H)-yl)acetic acid